(1-adamantyl)acetic acid C12(CC3CC(CC(C1)C3)C2)CC(=O)O